C(#C)C1(C2=CC=CC=C2C(C=2C=CC=CC12)(OC)C#C)OC 9,10-diethynyl-9,10-dimethoxy-9,10-dihydroanthracene